(R)-1-chloromethylbenzo[d][1,3,2]thiaselenazol-1-one ClCS1(N[Se]C2=C1C=CC=C2)=O